6-(propargyloxy)carbonyl-lysine C(C#C)OC(=O)C(CCC[C@H](N)C(=O)O)N